C(#C)C1=CC(=C(CNC(=O)[C@H]2N(C[C@@H](C2)O)C([C@H](C(C)(C)C)NC(OC(C)(C)C)=O)=O)C=C1)OCCCOC 2-Tert-butyl ((S)-1-((2S,4R)-2-((4-ethynyl-2-(3-methoxypropoxy)benzyl)carbamoyl)-4-hydroxypyrrolidin-1-yl)-3,3-dimethyl-1-oxobutan-2-yl)carbamate